(R)-4-(3-aminopiperidin-1-yl)-2,3-dimethyl-1H-indole-7-carboxamide N[C@H]1CN(CCC1)C1=C2C(=C(NC2=C(C=C1)C(=O)N)C)C